FC(C1=NC(=NC(=C1)C1=CN(C(C=C1)=O)CC1=CC(=C(C=C1)OC)OC)S(=O)(=O)CCCC(=O)NC)F 4-((4-(difluoromethyl)-6-(1-(3,4-dimethoxybenzyl)-6-oxo-1,6-dihydropyridin-3-yl)pyrimidin-2-yl)sulfonyl)-N-methylbutanamide